butyl (S)-(3-(1-(4-fluorophenyl)-N-(prop-2-yn-1-yl)-1,2,3,4-tetrahydroisoquinoline-2-carboxamido)bicyclo[1.1.1]pentan-1-yl)(prop-2-yn-1-yl)carbamate FC1=CC=C(C=C1)[C@@H]1N(CCC2=CC=CC=C12)C(=O)N(CC#C)C12CC(C1)(C2)N(C(OCCCC)=O)CC#C